FC1(CCC(CC1)CNC(=O)C=1C=C(N2C=CC=C(C12)Cl)CCOC)F 8-Chloro-3-(2-methoxy-ethyl)-indolizine-1-carboxylic acid (4,4-difluoro-cyclohexyl-methyl)-amide